(3R)-3-((tert-butoxycarbonyl)amino)-2-((methylthio)methyl)butanoic acid C(C)(C)(C)OC(=O)N[C@@H](C(C(=O)O)CSC)C